isopropyl (2S)-2-amino-3-(2,4-dichlorophenyl)propanoate N[C@H](C(=O)OC(C)C)CC1=C(C=C(C=C1)Cl)Cl